CS(=O)(=O)C(C)(C)C1=NC(=NC=2N3[C@@H](COC[C@H]3COC12)C)C1=CC=C(C=C1)C1(NC1)CO (2-{4-[(5R,8aS)-1-(1-methanesulfonyl-1-methyl-ethyl)-5-methyl-5,6,8a,9-tetrahydro-8H-7,10-dioxa-2,4,4b-triazaphenanthren-3-yl]-phenyl}-aziridin-2-yl)-methanol